C(=O)O.C(C)OC1=NC(=NC=C1C(=O)NC1=CC2=CN(N=C2C=C1)C)N1C[C@@H](CC1)NC (R)-4-ethoxy-N-(2-methyl-2H-indazol-5-yl)-2-(3-(methylamino)pyrrolidin-1-yl)pyrimidine-5-carboxamide formate salt